P(=O)(OCC)(OC(C1=C(C=C(C=C1C)C)C)=O)[O-] ethyl 2,4,6-trimethylbenzoyl phosphate